5-(5-chloropyrimidin-2-yl)oxy-2-methoxy-4-(4,4,4-trifluorobutyl)quinazoline ClC=1C=NC(=NC1)OC1=C2C(=NC(=NC2=CC=C1)OC)CCCC(F)(F)F